2-(6-azaspiro[2.5]octan-6-yl)-N-(5-(2,2,2-trifluoroethyl)-4,5,6,7-tetrahydropyrazolo[1,5-a]pyrazin-3-yl)benzamide C1CC12CCN(CC2)C2=C(C(=O)NC=1C=NN3C1CN(CC3)CC(F)(F)F)C=CC=C2